SC=1C(=C(C=CC1C(CC)(C)C)O)S sulfhydryl-4-(1,1-dimethylpropyl)-2-sulfhydryl-phenol